(4-(7-(6-amino-3-(trifluoromethyl)pyridin-2-yl)-6-chloro-2-(((2S,4R)-4-ethoxy-1-methylpyrrolidin-2-yl)methoxy)quinazolin-4-yl)piperazin-1-yl)prop-2-en-1-one NC1=CC=C(C(=N1)C1=C(C=C2C(=NC(=NC2=C1)OC[C@H]1N(C[C@@H](C1)OCC)C)N1CCN(CC1)C(C=C)=O)Cl)C(F)(F)F